Methyl 2-(allyloxy)-5-fluorobenzoate C(C=C)OC1=C(C(=O)OC)C=C(C=C1)F